ClC1=C(C=CC(=C1)Cl)C(CN1C=NC=C1)OCC=C 1-{2-(2,4-Dichlorophenyl)-2-[(prop-2-en-1-yl)oxy]ethyl}-1H-imidazole